N1=C(C=CC=C1)CCC1=NC=CC(=N1)N (2-pyridin-2-ylethyl)pyrimidin-4-amine